[Si].[W] Tungsten-silicon